5-acetyl-1-methyl-4,5,6,7-tetrahydro-1H-imidazo[4,5-c]pyridine-2-carboxamide C(C)(=O)N1CC2=C(CC1)N(C(=N2)C(=O)N)C